C(C)C1=NC(=CC=C1N)OC 2-ethyl-6-methoxypyridin-3-amine